3-((4-(1'-{(1-(3-aminopropyl)-3-(4-(trifluoromethoxy)phenyl)-1H-indol-5-yl)methyl}-[4,4'-bipiperidin]-1-yl)-3-fluorophenyl)amino)piperidine-2,6-dione NCCCN1C=C(C2=CC(=CC=C12)CN1CCC(CC1)C1CCN(CC1)C1=C(C=C(C=C1)NC1C(NC(CC1)=O)=O)F)C1=CC=C(C=C1)OC(F)(F)F